cholesterol bisphosphonate P(O)(O)=O.P(O)(O)=O.CC(C)CCC[C@@H](C)[C@H]1CC[C@H]2[C@@H]3CC=C4C[C@@H](O)CC[C@]4(C)[C@H]3CC[C@]12C